ClC1=NC(=NC(=C1)C1=C2C=CC=CC2=CC=2C3=C(C=CC12)C=CC=C3)C3=CC=CC=C3 4-chloro-2-phenyl-6-(benzanthracen-7-yl)pyrimidine